BrC=1C=CC(=C2C(=NNC12)C(=O)O)C#N 7-bromo-4-cyano-1H-indazole-3-carboxylic acid